S1C2=C(C(=C1)C=1C=C(C3=C(CN(CCO3)CC=3C=NC(=NC3)OC)C1)Cl)C=CC=C2 7-(benzo[b]thiophen-3-yl)-9-chloro-4-((2-methoxypyrimidin-5-yl)methyl)-2,3,4,5-tetrahydrobenzo[f][1,4]oxazepine